2-(1,3-dimethyl-2,6-dioxo-1,2,3,6-tetrahydro-7H-purin-7-yl)-N-(6-(2-hydroxyphenyl)pyridazin-3-yl)acetamide CN1C(N(C=2N=CN(C2C1=O)CC(=O)NC=1N=NC(=CC1)C1=C(C=CC=C1)O)C)=O